ClC1=CC(=NC=C1)[C@@H]1[C@H](C1)C(=O)NC1=NC=NC(=C1)Cl (1S,2S)-2-(4-chloropyridin-2-yl)-N-(6-chloropyrimidin-4-yl)cyclopropane-1-carboxamide